1,6-bis(t-butylperoxy-carbonyloxy)hexane C(C)(C)(C)OOC(=O)OCCCCCCOC(=O)OOC(C)(C)C